O=C1N(CC2=CC(=CC=C12)OC1C(CCCC1)N1CC(C1)C=1N=NC=CC1)C1C(NC(CC1)=O)=O 3-(1-oxo-5-((2-(3-(pyridazin-3-yl)azetidin-1-yl)cyclohexyl)oxy)isoindolin-2-yl)piperidine-2,6-dione